FC(C(CC(=O)C1=CC=CC=C1)=O)(F)F 4,4,4-trifluoro-1-phenyl-butane-1,3-dione